(R)-N-(8,9-difluoro-6-oxo-1,2,3,4,5,6-hexahydrobenzo[c][1,7]naphthyridin-1-yl)-3'-fluoro-N-methyl-[1,1'-biphenyl]-4-carboxamide FC=1C(=CC2=C(C(NC=3CNC[C@@H](C23)N(C(=O)C2=CC=C(C=C2)C2=CC(=CC=C2)F)C)=O)C1)F